(5R,8S)-N-(3-chloro-4-(trifluoromethyl)phenyl)-6,7,8,9-tetrahydro-5H-6,9-epimino-cyclohepta[c]pyridine-10-carboxamide ClC=1C=C(C=CC1C(F)(F)F)NC(=O)N1C2CC3=C(C=NC=C3)C1CC2